OCCCC#CC1=CC=C2CN(C(C2=C1)=C=O)C1CNCCC1 3-(6-(5-hydroxypent-1-yn-1-yl)-1-carbonylisoindolin-2-yl)piperidine